FC1(CN(CC[C@H]1NC1=NN2C(C(=N1)OC)=C(C(=C2)F)C=2C=C1N=CC=NC1=CC2)C(C)=O)F (R)-1-(3,3-difluoro-4-((6-fluoro-4-methoxy-5-(quinoxalin-6-yl)pyrrolo[2,1-f][1,2,4]triazin-2-yl)amino)piperidin-1-yl)ethan-1-one